C(C)[C@@H]1N(C[C@H](N(C1)C(CC)C1=C(C=C(C=C1)OC(F)(F)F)F)C)C1=CC(N(C=2C=CC(=NC12)C#N)C)=O 8-((2s,5r)-2-ethyl-4-(1-(2-fluoro-4-(trifluoromethoxy)phenyl)propyl)-5-methylpiperazin-1-yl)-5-methyl-6-oxo-5,6-dihydro-1,5-naphthyridine-2-carbonitrile